CC=1SC(=C(N1)C)CC(=O)NC1=NC=CC(=C1)C1=C(C2=NC=CC=C2N1)C1=NC=CC=C1 2-(2,4-dimethylthiazol-5-yl)-N-[4-[3-(2-pyridyl)-1H-pyrrolo[3,2-b]pyridin-2-yl]-2-pyridyl]acetamide